(4-Chloro-5,7-dihydro-6H-pyrrolo[3,4-b]pyridin-6-yl)-2-(2-chlorophenyl)-4,5,6,7-tetrahydro-1H-benzo[d]imidazol ClC1=C2C(=NC=C1)CN(C2)N2C(=NC1=C2CCCC1)C1=C(C=CC=C1)Cl